3-(6-Amino-2-methylpyridin-3-yl)-1-(4-fluoro-2-methylphenyl)-6-(trifluoromethyl)-2,3-dihydroquinazolin-4(1H)-one NC1=CC=C(C(=N1)C)N1CN(C2=CC=C(C=C2C1=O)C(F)(F)F)C1=C(C=C(C=C1)F)C